tert-butyl-4-ethyl-2-(4-methoxybenzyl)-3-oxo-2,8-diazaspiro[4.5]decane-8-carboxylate C(C)(C)(C)OC(=O)N1CCC2(C(C(N(C2)CC2=CC=C(C=C2)OC)=O)CC)CC1